4-cyclopropylquinolin C1(CC1)C1=CC=NC2=CC=CC=C12